6-Chloro-3-[1-hydroxyl-(3-methoxy-phenyl)-methylidene]-5-(4-morpholin-4-yl-phenyl)-1,3-dihydro-indol-2-one ClC1=C(C=C2C(C(NC2=C1)=O)=C(O)C1=CC(=CC=C1)OC)C1=CC=C(C=C1)N1CCOCC1